C(C)(C)N1C(C=2C=CC=C(C2CC1)S(=O)(=O)Cl)=O 2-isopropyl-1-oxo-3,4-dihydroisoquinoline-5-sulfonyl chloride